Methyl 7-oxo-1,4-dioxaspiro[4.5]decane-8-carboxylate O=C1CC2(OCCO2)CCC1C(=O)OC